N-(5-{2-[2-cyano-4-(trifluoromethyl)phenoxy]ethyl}-1H-indol-3-yl)acetamide C(#N)C1=C(OCCC=2C=C3C(=CNC3=CC2)NC(C)=O)C=CC(=C1)C(F)(F)F